C(CCCCCCCCCCC)(C1C(OCC1)C)C1C(OCC1)C (dodecane-1,1-diyl)bis(2-methyltetrahydrofuran)